hydroxyl-yttrium oxide magnesium [Mg+2].[O-2].O[Y+2].[O-2]